ethyl ((S)-2-cyclopropyl-2-(3-((1-(2-(4,4-dimethylpentyl)-5-methoxyphenyl)piperidin-4-yl)methoxy)phenyl)ethyl)(methyl)phosphinate C1(CC1)[C@H](CP(OCC)(=O)C)C1=CC(=CC=C1)OCC1CCN(CC1)C1=C(C=CC(=C1)OC)CCCC(C)(C)C